SC1=NNC(=N1)CC 3-mercapto-5-ethyl-1,2,4-triazol